(5-bromo-2-(4-methylpiperazin-1-yl)phenyl)-6-chloropyrimidine-4,5-diamine BrC=1C=CC(=C(C1)C1=NC(=C(C(=N1)N)N)Cl)N1CCN(CC1)C